ClC1=C(C=C(C=C1)C1=NC=CN=C1)COC 2-(4-chloro-3-(methoxymethyl)phenyl)pyrazine